CP(=O)(C)C1=CC=NC=C1 4-(dimethylphosphoryl)pyridine